N-((6-(8-oxa-3-azabicyclo[3.2.1]oct-3-yl)-4-(cis-2,6-dimethylmorpholino)pyridazine-3-yl)methyl)-1H-pyrazole-5-carboxamide C12CN(CC(CC1)O2)C2=CC(=C(N=N2)CNC(=O)C2=CC=NN2)N2C[C@@H](O[C@@H](C2)C)C